COCC=1C=C(C=NC1)C=1C=C2C(=CNC2=CC1)NC(=O)NC1=CC=C(C=C1)C(F)(F)F 1-(5-(5-(methoxymethyl)pyridin-3-yl)-1H-indol-3-yl)-3-(4-(trifluoromethyl)phenyl)urea